(S)-2-((3-(2-chloro-3-(1,4-benzodioxan-6-yl)anilino)isothiazolo[4,5-b]pyrazin-5-ylmethylene)amino)-propionic acid ClC1=C(NC2=NSC=3C2=NC(=CN3)C=N[C@H](C(=O)O)C)C=CC=C1C1=CC3=C(OCCO3)C=C1